C(C)(=O)OCC(C(CCC=C(C)C)C)C 2,3,7-trimethyloct-6-enyl acetate